C1(NC([C@H]2[C@@H]1CCNCC2)=O)=O (3AR,8aS)-hexahydropyrrolo[3,4-d]azepin-1,3(2H,3aH)-dione